2-METHOXYETHYLAMINE COCCN